C(C)(=O)ON1C(CCC1=O)=O.C(C)(=O)ON1C(CCC1=O)=O bis(2,5-dioxopyrrolidin-1-yl) diacetate